Cl.ClC1=C(C=CC(=C1)Cl)S(=O)(=O)N1CC(C1)(CN[C@@H]1CC[C@H](CC1)O)COC1=CC(=C(C#N)C=C1)F 4-((1-((2,4-Dichlorophenyl)sulfonyl)-3-((((trans)-4-hydroxycyclohexyl)amino)methyl)azetidin-3-yl)methoxy)-2-fluorobenzonitrile hydrochloride